N1C=CC=2C1=NC=C(C2)OC2=C(C(=O)O)C=CC(=C2)N2CCC1(CC(C1)N1C(CN(CC1)C)C1=C(C=CC=C1)C1CC1)CC2 ((1H-pyrrolo[2,3-b]pyridin-5-yl)oxy)-4-(2-(2-(2-cyclopropylphenyl)-4-methylpiperazin-1-yl)-7-azaspiro[3.5]nonan-7-yl)benzoic acid